FC=1C=C(C=C2CC(CC12)C=O)NC(=O)[C@]1(COCC1)NC([O-])=O [(3s)-3-[(7-fluoro-2-formyl-indan-5-yl)carbamoyl]tetrahydrofuran-3-yl]carbamate